CC1=CC=C(C=N1)C(=O)NC=1SC(=NN1)CCC1=CC=CC=C1 6-methyl-N-(5-(2-phenylethyl)-1,3,4-thiadiazol-2-yl)pyridine-3-carboxamide